(4-(((3-cyano-8-methoxyquinolin-4-yl)amino)methyl)phenyl)boronic acid C(#N)C=1C=NC2=C(C=CC=C2C1NCC1=CC=C(C=C1)B(O)O)OC